N1=C(C=CC=C1)C1=NC=CC=C1 pyridin-2-ylpyridin